C(C)(C)(C)OC(NC1=CC(=NC=C1C=1N=NC(=CC1)OC)NC(C)=O)=O (2-Acetamido-5-(6-methoxypyridazin-3-yl)pyridin-4-yl)carbamic acid tert-butyl ester